Br.CC=1C(=NC=CC1)C(CC1=CC=CC=C1)=O 1-(3-methylpyridin-2-yl)-2-phenylethan-1-one hydrobromide